FC=1C=CC(=NC1)NC(C(=O)C1=C(C(=C(N1C)C)C(=O)NC1=CC(=C(C(=C1)F)F)F)C)=O 5-(2-((5-fluoropyridin-2-yl)amino)-2-oxoacetyl)-1,2,4-trimethyl-N-(3,4,5-trifluorophenyl)-1H-pyrrole-3-carboxamide